(7R*)-3-[(3-chloro-2-methoxyphenyl)amino]-7-{[(2R,5S)-5-[(dimethylamino)methyl]-1,4-dioxan-2-yl]methyl}-2-(3-fluoropyridin-4-yl)-1H,5H,6H,7H-pyrrolo[3,2-c]pyridin-4-one ClC=1C(=C(C=CC1)NC1=C(NC2=C1C(NC[C@H]2C[C@H]2OC[C@@H](OC2)CN(C)C)=O)C2=C(C=NC=C2)F)OC |o1:16|